N1=CC(=CC=C1)COC(NC1=CC(=C(C=C1)CNC(C1=C(C=CC(=C1)F)N1CCCC1)=O)C)=O pyridin-3-ylmethyl(4-((5-fluoro-2-(pyrrolidin-1-yl)benzamido)methyl)-3-methylphenyl)carbamate